azobis(4-cyanopentanol) CC(CCC(N=NC(CCC(C)C#N)O)O)C#N